(S)-6-benzhydryl-3-ethyl-11-hydroxy-5H-imidazo[1,2-a]pyrido[2,1-c]pyrazin-10(6H)-one C(C1=CC=CC=C1)(C1=CC=CC=C1)[C@@H]1N2C(C=3N(C1)C(=CN3)CC)=C(C(C=C2)=O)O